ethyl (4-(2-(benzyloxy) ethyl)-3-hydroxy-6-methyl picolinate) glycinate NCC(=O)O.C(C1=CC=CC=C1)OCCC1=C(C(=NC(=C1)C)C(=O)OCC)O